6-(3-chloro-2-fluoro-4-hydroxy-5-methylphenyl)-5-methyl-4,5-dihydro-2H-pyridazin-3-one ClC=1C(=C(C=C(C1O)C)C=1C(CC(NN1)=O)C)F